ClC(OC1=CC=C(C=C1)NC(C1=CN=C(C(=C1)NC1C(CC1)C#N)N1C[C@@H](CC1)O)=O)(F)F N-(4-(chlorodifluoromethoxy)phenyl)-5-((2-cyanocyclobutyl)amino)-6-((R)-3-Hydroxypyrrolidin-1-yl)nicotinamide